Cl.ClC1=C(C=C2CCNCC2=C1)OC 7-chloro-6-methoxy-1,2,3,4-tetrahydroisoquinoline, Hydrochloride